6-(2-vinyloxyethoxy)hexanoic acid C(=C)OCCOCCCCCC(=O)O